(2-cyano-2-(2-(4-(4-hydroxy-3-(trifluoromethyl)benzyl)-3,5-dimethylphenyl)hydrazono)acetyl)Urethane C(#N)C(C(=O)NC(=O)OCC)=NNC1=CC(=C(C(=C1)C)CC1=CC(=C(C=C1)O)C(F)(F)F)C